(1S,2S,3R,4S,5S)-N-(3,4-dichlorophenyl)-5-fluoro-3-(2-methylpyridine-4-Yl)-7-oxabicyclo[2.2.1]Heptane-2-carboxamide ClC=1C=C(C=CC1Cl)NC(=O)[C@@H]1[C@@H]2C[C@@H]([C@H]([C@H]1C1=CC(=NC=C1)C)O2)F